C(C=C)(=O)OCC(C(C(=O)N1[C@@H](CCCC1)C(=O)O[C@H](CCC1=CC(=C(C=C1)OC)OC)C1=CC(=CC=C1)N)=O)(C)C (S)-((R)-1-(3-aminophenyl)-3-(3,4-dimethoxyphenyl)propyl) 1-(4-(acryloyloxy)-3,3-dimethyl-2-oxobutanoyl)piperidine-2-carboxylate